nonadecyl 3,4-dihydroxybenzoate OC=1C=C(C(=O)OCCCCCCCCCCCCCCCCCCC)C=CC1O